tert-butyl 5-(diisobutylamino)-3,4-dihydropyridine-1(2H)-carboxylate C(C(C)C)N(C=1CCCN(C1)C(=O)OC(C)(C)C)CC(C)C